1-(2-(furan-2-yl)benzyl)-3-phenethyl-3-(tetrahydrofuran-2-yl)pyrrolidine O1C(=CC=C1)C1=C(CN2CC(CC2)(C2OCCC2)CCC2=CC=CC=C2)C=CC=C1